4-(2-((methylsulfamoyl)amino)methyl-7,8-dihydro-4H-pyrazolo[1,5-a][1,4]diazepin-5(6H)-yl)-6,8-dihydro-5H-pyrido[3,4-d]pyrimidine CNS(=O)(=O)NCC1=NN2C(CN(CCC2)C=2C3=C(N=CN2)CNCC3)=C1